C(CC)C1[C-](C2=C(C=CC=C(C2C1)C)C1=CC=CC=C1)C propyl-1,4-dimethyl-8-phenyl-dihydroazulenid